S1C=C(C=C1)C1=C(C=C(C=C1)CNC)NS(=O)(=O)C1=CC=CC=C1 N-(2-(thiophene-3-yl)-5-((methylamino)methyl)phenyl)benzenesulfonamide